5-p-carboxyphenyl-10,15,20-triphenylporphyrin C(=O)(O)C1=CC=C(C=C1)C=1C2=CC=C(N2)C(=C2C=CC(C(=C3C=CC(=C(C=4C=CC1N4)C4=CC=CC=C4)N3)C3=CC=CC=C3)=N2)C2=CC=CC=C2